ClC1=C(C=CC(=C1)Cl)NC(CN1C=2N(C(C(=C1CC)N1CCN(CC1)C(=O)OC(C)(C)C)=O)N=C(N2)C=2CCOCC2)=O tert-butyl 4-(4-(2-((2,4-dichlorophenyl)amino)-2-oxoethyl)-2-(3,6-dihydro-2H-pyran-4-yl)-5-ethyl-7-oxo-4,7-dihydro-[1,2,4]triazolo[1,5-a]pyrimidin-6-yl)piperazine-1-carboxylate